2,6-difluoro-4-(8,9,10,11-tetrahydro-3H-pyrazolo[4,3-a]phenanthridin-7-yl)phenol FC1=C(C(=CC(=C1)C1=NC2=CC=C3C(=C2C=2CCCCC12)C=NN3)F)O